1,2,3-triethoxypropane C(C)OCC(COCC)OCC